lead-zinc sulfur [S].[Zn].[Pb]